BrC=1C=C2CCC(C2=CC1)N1CCN(CC1)CCOC 1-(5-bromo-2,3-dihydro-1H-inden-1-yl)-4-(2-methoxyethyl)piperazine